4-((2R)-4-((S)-4-(6-((5-bromo-1-methyl-2-oxo-1,2-dihydropyridin-3-yl)amino)pyridin-3-yl)-3-methylpiperazin-1-yl)-2-methylpiperidin-1-yl)phthalonitrile BrC=1C=C(C(N(C1)C)=O)NC1=CC=C(C=N1)N1[C@H](CN(CC1)C1C[C@H](N(CC1)C=1C=C(C(C#N)=CC1)C#N)C)C